3-(3-chloropyrazol-1-yl)-5-fluoro-pyridine ClC1=NN(C=C1)C=1C=NC=C(C1)F